ClC1(C(C1C1=CC(=CC=C1)S(F)(F)(F)(F)F)C(=O)N)Cl 2,2-dichloro-3-(3-(perfluoro-lambda6-sulfanyl)phenyl)cyclopropane-1-carboxamide